6-(3-methylbenzyl)-2-{3-[4-(pyrrolidin-1-yl)butyl]ureido}-4,5,6,7-tetrahydrothieno[2,3-c]pyridine-3-carboxamide CC=1C=C(CN2CC3=C(CC2)C(=C(S3)NC(=O)NCCCCN3CCCC3)C(=O)N)C=CC1